NC1=C(C=C(C=N1)NC(C(=O)N1[C@H](CN([C@@H](C1)C)C(=O)C1(CC1)C)C1=CC=CC=C1)=O)C N-(6-amino-5-methylpyridin-3-yl)-2-((2S,5R)-5-methyl-4-(1-methylcyclopropanecarbonyl)-2-phenylpiperazin-1-yl)-2-oxoacetamide